N,N-dichloroethyl-amine ClN(Cl)CC